tert-butyl 2-chloro-5,6,7,8-tetrahydro-1,6-naphthyridine-6-carboxylate ClC1=NC=2CCN(CC2C=C1)C(=O)OC(C)(C)C